C(C)(C)(C)OC(NCC1CC2=CC(=C(C(=C2C1)F)I)OCOCCOC)=O ({4-fluoro-5-iodo-6-[(2-methoxyethoxy)methoxy]-2,3-dihydro-1H-inden-2-yl}methyl)carbamic acid tert-butyl ester